(R)-2-(6-(2-(3-bromo-2-fluorobenzyl)-2H-tetrazol-5-yl)pyridin-2-yl)-2-hydroxypropane-1-sulfonamide BrC=1C(=C(CN2N=C(N=N2)C2=CC=CC(=N2)[C@@](CS(=O)(=O)N)(C)O)C=CC1)F